C(C)C1=C2C(=CC(=CC2=CC=C1F)O)C1=C(C=2N=C(N=C(C2C=N1)OCC(F)(F)F)OCC12CCCN2C\C(\C1)=C/F)F (Z)-5-ethyl-6-fluoro-4-(8-fluoro-2-((2-(fluoromethylene)tetrahydro-1H-pyrrolizin-7a(5H)-yl)methoxy)-4-(2,2,2-trifluoroethoxy)pyrido[4,3-d]pyrimidin-7-yl)naphthalen-2-ol